(3R)-3-(aminomethyl)morpholine-4-carboxylic acid tert-butyl ester C(C)(C)(C)OC(=O)N1[C@@H](COCC1)CN